tert-butyl (4-bromo-3-hydroxybenzyl)carbamate BrC1=C(C=C(CNC(OC(C)(C)C)=O)C=C1)O